CC=1C(=C(C(=O)[O-])C=CC1)C DIMETHYLBENZOATE